N1N=CC=C1C1CC(CCC1)CC(=O)O 2-(3-(1H-pyrazol-5-yl)cyclohexyl)acetic acid